N-methyl-7-(1H-pyrrol-3-yl)-N-(2,2,6,6-tetramethylpiperidin-4-yl)-5H-isochromeno[3,4-d]thiazol-2-amine CN(C=1SC2=C(N1)OCC=1C=C(C=CC12)C1=CNC=C1)C1CC(NC(C1)(C)C)(C)C